BrC=1C=CC2=C(N=C(CC(=C2)C(=O)O)NC(=O)OC(C)(C)C)C1 8-bromo-2-((tert-butoxycarbonyl)amino)-3H-benzo[b]azepine-4-carboxylic acid